(6S,7R)-N-ethyl-2-oxo-7-({[(CIS)-4-phenylcyclohexyl]oxy}methyl)-4-oxa-1,8-diazaspiro[5.5]undecane-8-carboxamide C(C)NC(=O)N1[C@H]([C@]2(COCC(N2)=O)CCC1)CO[C@@H]1CC[C@@H](CC1)C1=CC=CC=C1